NC1=NC(=CC(=N1)C=1N=NN(C1)CC1=CC=CC(=N1)N1CC(CC1)C(=O)O)C1=CC(=CC=C1)C#N 1-[6-({4-[2-amino-6-(m-cyanophenyl)-4-pyrimidinyl]-1H-1,2,3-triazol-1-yl}methyl)-2-pyridinyl]-3-pyrrolidinecarboxylic acid